FC=1C=CC(=NC1C)C1=NNC=C1C1=NC2=CC(=CN=C2C=C1)C1=C2C(=NN1)NCC2 2-[3-(5-fluoro-6-methyl-2-pyridyl)-1H-pyrazol-4-yl]-7-(2,4,5,6-tetrahydropyrrolo[2,3-c]pyrazol-3-yl)-1,5-naphthyridine